7-bromo-1-[(4-methoxyphenyl)methyl]-2-[(Oxazol-2-yl)methyl]-1H-pyrrolo[3,2-c]Quinolin-4-amine BrC=1C=CC=2C3=C(C(=NC2C1)N)C=C(N3CC3=CC=C(C=C3)OC)CC=3OC=CN3